2-chloro-1-ethyl-3-methylimidazole hexafluorophosphate F[P-](F)(F)(F)(F)F.ClC1N(C=CN1C)CC